ClC1=C(C=C(CN2CCN(CC2)C(=O)N2N=C(C=C2)C(=O)O)C=C1)C=1SC=CN1 1-(4-(4-chloro-3-(thiazol-2-yl)benzyl)piperazine-1-carbonyl)-1H-pyrazole-3-carboxylic acid